C(C1=CC=CC=C1)N(C1=CC(=C(C=C1C)CO)CO)CC1=CC=CC=C1 (4-(dibenzylamino)-5-methyl-1,2-phenylene)dimethanol